racemic-(1R,2R)-2-(trifluoromethyl)cyclopropanecarboxylic acid FC([C@H]1[C@@H](C1)C(=O)O)(F)F |r|